C(C)C1=CC(=NC=C1B1OC(C(O1)(C)C)(C)C)OCCOCCOCCOCCOCCOC 4-ethyl-2-[2-[2-[2-[2-(2-methoxyethoxy)ethoxy]ethoxy]ethoxy]ethoxy]-5-(4,4,5,5-tetramethyl-1,3,2-dioxaborolan-2-yl)pyridine